BrCCCCN1C(=O)C(=O)C2=CC(=CC=C12)OC N-(4-bromobutyl)-5-methoxyisatin